OC1=C(C=C(C=C1)C)N1N=C2C(=N1)C=CC=C2 2-(2-hydroxy-5'-methylphenyl)benzotriazole